O1C(=CC=C1)C1=NN2C(N=C(N=C2N)N2CC(CCC2)CN2CCN(CC2)C2=NC=C(C=C2)C(F)(F)F)=N1 2-(furan-2-yl)-5-(3-((4-(5-(trifluoromethyl)pyridin-2-yl)piperazin-1-yl)methyl)piperidin-1-yl)-[1,2,4]triazolo[1,5-a][1,3,5]triazine-7-amine